S(=O)(=O)(C1=CC=C(C)C=C1)C(CC1=CC(=CC=C1)C(F)(F)F)[N+]#[C-] TOSYL-(3-TRIFLUORoMETHYLBENZYL)-METHYLISOCYANIDE